[Li+].FC(S(=O)(=O)[O-])(F)F.FC(S(=O)(=O)[O-])(F)F.[Li+] bistrifluoromethanesulfonate lithium